1,2,3-tributyl-pyrazolium C(CCC)[N+]=1N(C(=CC1)CCCC)CCCC